C1(CCC(N1N1CC=CC=C1)=O)=O N-succinimidyl-pyridine